FC1(CCC(CC1)(C)O)CNC1=C(C=C(C=C1)S(=O)(=O)N)[N+](=O)[O-] 4-(((1-fluoro-4-hydroxy-4-methylcyclohexyl)methyl)amino)-3-nitrobenzenesulfonamide